C(C1=CC=CC=C1)OC1=NC(=CC=C1N1C(N(C2=C1C=CC(=C2)N2CCCC1(CN(C1)C(=O)OC(C)(C)C)C2)C)=O)OCC2=CC=CC=C2 tert-butyl 8-[1-(2,6-dibenzyloxy-3-pyridyl)-3-methyl-2-oxo-benzimidazol-5-yl]-2,8-diazaspiro[3.5]nonane-2-carboxylate